COC=1C=C(OCC=O)C=CC1 2-(3-methoxyphenoxy)acetaldehyde